ClC1=CC=C2C(=N1)C(=NN2C2OCCCC2)/C=C/C(=O)OCC Ethyl (E)-3-(5-chloro-1-tetrahydropyran-2-yl-pyrazolo[4,3-b]pyridin-3-yl)prop-2-enoate